S(=O)([O-])[O-].[Ca+2] calcium sulfite salt